S-(((8R,9R,10S,Z)-9-(4-bromophenyl)-6-((4-nitrophenyl)sulfonyl)-1,6-diazabicyclo[6.2.0]dec-3-en-10-yl)methyl) ethanethioate C(C)(SC[C@@H]1[C@@H]([C@@H]2CN(C\C=C/CN12)S(=O)(=O)C1=CC=C(C=C1)[N+](=O)[O-])C1=CC=C(C=C1)Br)=O